COCCNC1=CC=C(C=N1)C1=NC=2N(C(N(C(C2N1)=O)CCCN1C(CCC1)=O)=O)CCC 8-(6-(N-(2-methoxyethyl)amino)-3-pyridyl)-1-((2-oxo-1-pyrrolidinyl)propyl)-3-propylxanthine